OC1CCC(CC1)CN1[C@H](CN(CC1)CC1=CC=2N(C=C1)N=CC2N2C(NC(CC2)=O)=O)C 1-(5-(((S)-4-(((1r,4S)-4-hydroxycyclohexyl)methyl)-3-methylpiperazin-1-yl)methyl)pyrazolo[1,5-a]pyridin-3-yl)dihydropyrimidine-2,4(1H,3H)-dione